CC1=CNC2=NC=CC(=C21)OC2=CC=C1CCNCC1=C2 7-((3-methyl-1H-pyrrolo[2,3-b]pyridin-4-yl)oxy)-1,2,3,4-tetrahydroisoquinoline